CN(C1CCC(CC1)NC=1N=CC2=C(N1)N(C(C(=C2)C2=CC(=C(C=C2)NS(=O)(=O)C2CCCCC2)F)=O)C(C)C)C N-(4-(2-(((1r,4r)-4-(Dimethylamino)cyclohexyl)amino)-8-isopropyl-7-oxo-7,8-dihydropyrido[2,3-d]pyrimidin-6-yl)-2-fluorophenyl)cyclohexanesulfonamide